C(C)(C)(C)OC1=NC=C(C(=N1)OC(C)(C)C)C=1C=C2C(=NN1)N(N=C2O[C@@H](C(F)F)C2=NC=CC(=C2)O)C 2-[(1R)-1-[5-(2,4-ditert-butoxypyrimidin-5-yl)-1-methyl-pyrazolo[3,4-c]pyridazin-3-yl]oxy-2,2-difluoro-ethyl]pyridin-4-ol